C(C)C1C2N(CC(C=C2)C1)CCC1=COC2=C1C(=CC=C2)OC exo-7-Ethyl-2-(2-(4-methoxybenzofuran-3-yl)ethyl)-2-azabicyclo[2.2.2]oct-5-ene